(Z)-2-(3-((1-(5-(2-Fluoro-6-methoxyphenyl)-2-oxo-1H-pyrrolo[2,3-c]pyridin-3(2H)-ylidene)ethyl)amino)-1H-pyrazol-1-yl)-2-methylpropanenitrile FC1=C(C(=CC=C1)OC)C=1C=C/2C(=CN1)NC(\C2=C(\C)/NC2=NN(C=C2)C(C#N)(C)C)=O